(R)-2-methyl-4-(trifluoromethylsulfonyloxy)-5,6-dihydropyridine-1(2H)-carboxylic acid tert-butyl ester C(C)(C)(C)OC(=O)N1[C@@H](C=C(CC1)OS(=O)(=O)C(F)(F)F)C